FC=1C(=NC(=C(C(=O)O)C1)NCC=1N(CCC1)C)C1=C(C=CC=C1OC)F 5-fluoro-6-(2-fluoro-6-methoxyphenyl)-2-((((S)-1-methylpyrrolin-2-yl)methyl)amino)nicotinic acid